2-(1-(4-amino-3-(3-fluoro-5-hydroxyphenyl)-1H-pyrazolo[3,4-d]pyrimidin-1-yl)ethyl)-3-(3-fluorophenyl)-4H-chromen-4-one NC1=C2C(=NC=N1)N(N=C2C2=CC(=CC(=C2)O)F)C(C)C=2OC1=CC=CC=C1C(C2C2=CC(=CC=C2)F)=O